C(C1=CC=CC=C1)O[C@H]1[C@@H](C[C@]([C@H]1OCC1=CC=CC=C1)(CF)COCC1=CC=CC=C1)N1C=CC2=C1N=CN=C2Cl 7-((1R,2S,3R,4S)-2,3-bis(benzyloxy)-4-((benzyloxy)methyl)-4-(fluoromethyl)cyclopentyl)-4-chloro-7H-pyrrolo[2,3-d]pyrimidine